1-((1r,3r)-3-(4-(3-amino-6-(2-hydroxyphenyl)pyridazin-4-yl)-1H-pyrazol-1-yl)cyclobutane-1-carbonyl)piperidin-4-one NC=1N=NC(=CC1C=1C=NN(C1)C1CC(C1)C(=O)N1CCC(CC1)=O)C1=C(C=CC=C1)O